2-((3R,4S)-3-fluoro-4-methoxypiperidin-1-yl)pyridin-4-amine F[C@@H]1CN(CC[C@@H]1OC)C1=NC=CC(=C1)N